NC=1C(NC2=CC(=CN=C2C1C1=C2C=NNC2=C(C=C1)F)OC)=O 3-Amino-4-(7-fluoro-1H-indazol-4-yl)-7-methoxy-1H-1,5-naphthyridin-2-one